(S)-N-(5-(difluoromethyl)-2-(trans-3-(methylcarbamoyl)cyclobutoxy)phenyl)-3-(3-fluoro-4-methylphenyl)-3-(1,2,4-thiadiazol-5-yl)pyrrolidine-1-carboxamide FC(C=1C=CC(=C(C1)NC(=O)N1C[C@@](CC1)(C1=NC=NS1)C1=CC(=C(C=C1)C)F)O[C@@H]1C[C@H](C1)C(NC)=O)F